O=C1NC(CCC1NC1=CC=C(C=C1)CCCN(CCCCCCCCNC(OC(C)(C)C)=O)C)=O tert-butyl N-[8-[3-[4-[(2,6-dioxo-3-piperidyl)amino]phenyl]propyl-methyl-amino]octyl]carbamate